N-(4-chlorobenzyl)-2-(1-methylpiperidin-4-yl)benzo[d]thiazole-6-carboxamide ClC1=CC=C(CNC(=O)C2=CC3=C(N=C(S3)C3CCN(CC3)C)C=C2)C=C1